N1C(=NC2=C1C=CC=C2)C2C(C2)C(=O)N[C@@H](C(NC2=CC=C(C=C2)CCC)=O)C 2-(1H-benzo[d]imidazol-2-yl)-N-((R)-1-oxo-1-((4-propylphenyl)amino)propan-2-yl)cyclopropane-1-carboxamide